6-(2-amino-6-fluoro-5-(4-(piperidin-4-ylsulfonyl)phenyl)pyridin-3-yl)-3,4-dihydroisoquinolin-1(2H)-one NC1=NC(=C(C=C1C=1C=C2CCNC(C2=CC1)=O)C1=CC=C(C=C1)S(=O)(=O)C1CCNCC1)F